(R)-3,3-difluorotetrahydro-2H-pyran FC1(COCCC1)F